CSCCSCCSCCSCCSCCSCCSCCSCCSCCSCC(=O)O 2,5,8,11,14,17,20,23,26,29-decathiahentriacontan-31-oic acid